2-[9H-fluoren-9-ylmethoxycarbonyl(propan-2-yl)amino]acetic acid C1=CC=CC=2C3=CC=CC=C3C(C12)COC(=O)N(CC(=O)O)C(C)C